COC(=O)C1=C(SC=2C1=NC(=CC2C(F)(F)F)Cl)C 5-chloro-2-methyl-7-(trifluoromethyl)thieno[3,2-b]pyridine-3-carboxylic acid methyl ester